O1C(OCC1)CCON O-(2-(1,3-dioxolan-2-yl)ethyl)hydroxylamine